OC1(CN(C1)C(=O)OC(C)(C)C)C1=CC=C(C=C1)C(=O)N1CCC(CC1)C1=CC=C(C=C1)C(F)(F)F tert-butyl 3-hydroxy-3-(4-(4-(4-(trifluoromethyl)phenyl)piperidine-1-carbonyl)phenyl)azetidine-1-carboxylate